O=C1NC(CCC1N1C(C2=CC=CC(=C2C1=O)NCC=1N=NN(C1)CCCCCCCCCCC(=O)N)=O)=O 11-(4-(((2-(2,6-dioxopiperidin-3-yl)-1,3-dioxoisoindolin-4-yl)amino)methyl)-1H-1,2,3-triazol-1-yl)undecanamide